O[C@@H](C(=O)O)[C@H](C(=O)O)O.C(C)O Ethanol (2R,3R)-2,3-dihydroxysuccinate